1,2,3,4-tetramethyl-1H-pyrrole CN1C(=C(C(=C1)C)C)C